C(C)(C)(C)OC(=O)[C@@H]1[C@H]2C([C@H]2CN1)(C)C (1R,2S,5S)-6,6-dimethyl-3-azabicyclo[3.1.0]hexane-2-carboxylic acid tert-butyl ester